(8-(5-((3,4-dichlorophenyl)difluoromethyl)-1,3,4-oxadiazol-2-yl)-2-((R)-2,2-difluorocyclopropane-1-carbonyl)-2,6-diazaspiro[3.4]octan-6-yl)(6-hydroxypyrazin-2-yl)methanone ClC=1C=C(C=CC1Cl)C(C1=NN=C(O1)C1CN(CC12CN(C2)C(=O)[C@@H]2C(C2)(F)F)C(=O)C2=NC(=CN=C2)O)(F)F